C(C)(C)(C)N1NN=C(C(=C1O)C(C)(C)C)N 3,5-di-t-butyl-4-hydroxytriazinyl-amine